OC1=CC=C(C=C1)C1=NNC(=C1)C(=O)O 3-(4-hydroxyphenyl)-1H-pyrazole-5-carboxylic acid